4-(5-benzoyl-1H-pyrrol-3-yl)-N-(piperidin-3-yl)-5-(trifluoromethyl)pyrimidin-2-amine C(C1=CC=CC=C1)(=O)C1=CC(=CN1)C1=NC(=NC=C1C(F)(F)F)NC1CNCCC1